6-chloro-2-ethyl-4-methoxypyridazin-3-one ClC=1C=C(C(N(N1)CC)=O)OC